Cuprous Thiocyanate [Cu]SC#N